Tert-Butyl (2-(8-(Isobutylthio)Imidazo[1,5-a]Pyridin-3-yl)Propan-2-yl)Carbamate C(C(C)C)SC=1C=2N(C=CC1)C(=NC2)C(C)(C)NC(OC(C)(C)C)=O